C12CNCC(N1C=1C(=C3C(N(C(C3=CC1F)=O)C1C(NC(CC1)=O)=O)=O)F)C2 5-(3,6-diazabicyclo[3.1.1]heptan-6-yl)-2-(2,6-dioxopiperidin-3-yl)-4,6-difluoroisoindoline-1,3-dione